CC=1N=CSC1C1=CC=C(C=C1)CCN1[C@H](CCC1)C(=O)N (R)-1-((4-(4-methylthiazol-5-yl)phenyl)ethyl)pyrrolidine-2-carboxamide